C(CCCCCC)(=O)OCCOCCOC(CCCCCC)=O diethylene glycol bis(n-heptanoate)